BrC1=CC=CC=2C=3N(C(=NC12)N[C@@H](C)C(=O)NCCCC)N=C(N3)C3=C(C=C(C=C3)Cl)OC(F)(F)F N2-{7-bromo-2-[4-chloro-2-(trifluoromethoxy)phenyl][1,2,4]triazolo[1,5-c]quinazolin-5-yl}-N-butyl-L-alaninamide